N-(1H-indol-6-yl)-2-chloro-3-trifluoromethyl-benzamide N1C=CC2=CC=C(C=C12)NC(C1=C(C(=CC=C1)C(F)(F)F)Cl)=O